1,1'-(((3-((3-((E)-2-(thiophen-2-yl)vinyl)-1H-pyrazol-1-yl)methoxy)propane-1,2-diyl)bis(oxy))bis(methylene))bis(5-((E)-2-(thiophen-2-yl)vinyl)-1H-pyrazole) S1C(=CC=C1)/C=C/C1=NN(C=C1)COCC(COCN1N=CC=C1\C=C\C=1SC=CC1)OCN1N=CC=C1\C=C\C=1SC=CC1